N1N=CC(=C1)CCNC1=NC(=NC(=C1C)C)C(=O)N1C(CCC1)C1=NC=CC=C1 (4-((2-(1H-pyrazol-4-yl)ethyl)amino)-5,6-dimethylpyrimidin-2-yl)(2-(pyridin-2-yl)pyrrolidin-1-yl)methanone